P(=O)(OCN1C(C=CC(=C1C)N1CN(C2=C(C1=O)C=C(C=N2)C(F)(F)F)C2=C(C=C(C=C2)OC(F)(F)F)C)=O)(O)O (6-methyl-5-(1-(2-methyl-4-(trifluoromethoxy) phenyl)-4-oxo-6-(trifluoromethyl)-1,4-dihydropyrido[2,3-d]pyrimidin-3(2H)-yl)-2-oxopyridin-1(2H)-yl)methyl dihydrogen phosphate